BrCCCCCCOC(C=C(CCCCCC)CCCCCC)=O (E)-6-Bromohexyl-3-hexylnon-2-enoate